2,6-diaminopyridine propane-1-carboxylate (2,6-diaminopyridinepropanecarboxylate) NC1(NC(=CC=C1)N)CCCC(=O)O.C(CC)C(=O)O.NC1=NC(=CC=C1)N